2-(naphthalen-2-yl)-4-(thiophen-2-ylmethylene)oxazol-5(4H)-one C1=C(C=CC2=CC=CC=C12)C=1OC(C(N1)=CC=1SC=CC1)=O